C(N)(=O)C1=C(C=CC=C1)C=1N(C(C2=CC(=CC(=C2C1)C(C)NC1=C(C(=O)O)C=CC=C1)C)=O)C 2-((1-(3-(2-carbamoylphenyl)-2,7-dimethyl-1-oxo-1,2-dihydroisoquinolin-5-yl)ethyl)amino)benzoic acid